C(C)(C)(C)OC(=O)N1CCC(CC1)N1C(N(C2=C1C=CC(=C2)Br)CC2=CC=C(C=C2)C=2OC(=NN2)C(F)F)=O 4-(5-bromo-3-(4-(5-(difluoromethyl)-1,3,4-oxadiazol-2-yl)benzyl)-2-oxo-2,3-dihydro-1H-benzo[d]imidazol-1-yl)piperidine-1-carboxylic acid tert-butyl ester